BrC(C(=O)OC)C(=O)C1=CC=C(C=C1)OC1=CC=C(C=C1)F methyl 2-bromo-3-(4-(4-fluorophenoxy) phenyl)-3-oxopropionate